CO[C@H]1CC[C@@H]2N(C([C@H](C1)NC([C@H](C)NC)=O)=O)[C@@H](CC2)C(=O)N[C@@H]2CCCC1=CC=CC=C21 (3S,6S,8S,10aR)-8-methoxy-6-((S)-2-(methylamino)propanamido)-5-oxo-N-((R)-1,2,3,4-tetrahydronaphthalen-1-yl)decahydropyrrolo[1,2-a]azocine-3-carboxamide